thiazolidine-4(R)-carboxylic acid S1CN[C@@H](C1)C(=O)O